C(C1=CC=CC=C1)N(C(OC(C)(C)C)=O)C=1C2=C(N=C(N1)Cl)C=CO2 tert-butyl benzyl(2-chlorofuro[3,2-d]pyrimidin-4-yl)carbamate